2-(1-ethyl-3-piperidyl)-7-(2-methoxy-4,6-dimethyl-phenyl)-1,8-naphthyridine C(C)N1CC(CCC1)C1=NC2=NC(=CC=C2C=C1)C1=C(C=C(C=C1C)C)OC